C1(CC1)C1=CC=C(C(=N1)NC(=O)N1C[C@@](CC1)(C1=NC=NS1)C1=CC(=C(C=C1)C)F)OC (S)-N-(6-cyclopropyl-3-methoxypyridin-2-yl)-3-(3-fluoro-4-methylphenyl)-3-(1,2,4-thiadiazol-5-yl)pyrrolidine-1-carboxamide